(1R)-4-chloro-3-(trifluoromethyl)-2,3-dihydro-dispiro[indene-1,1'-cyclohexane-3',2''-[1,3]dioxolan]-3-ol ClC1=C2C(C[C@]3(CC4(OCCO4)CCC3)C2=CC=C1)(O)C(F)(F)F